ClC=1C=C(C=C(C1CC=1OC(N(N1)C(C)C)=O)Cl)N1N=C(C(NC1=O)=O)C([2H])([2H])O 2-(3,5-dichloro-4-((4-isopropyl-5-oxo-4,5-dihydro-1,3,4-oxadiazol-2-yl)methyl)phenyl)-6-(hydroxymethyl-d2)-1,2,4-triazine-3,5(2H,4H)-dione